N[C@H]1[C@@H](C1)NC=1OC=2C(=NC(=CC2)C2=C(C=C(C=C2C)C(F)(F)F)O)N1 2-[2-[[(1R,2R)-2-aminocyclopropyl]amino]oxazolo[4,5-b]pyridin-5-yl]-3-methyl-5-(trifluoromethyl)phenol